S(=O)(=O)([O-])OOS(=O)(=O)[O-].[K+].[K+] Kalium monopersulfat